1-bromo-2-cyclopropyl-3-methylbenzene BrC1=C(C(=CC=C1)C)C1CC1